(E)-(1-Indanylidene)acetaldehyde C/1(\CCC2=CC=CC=C12)=C\C=O